COC=1C=C(C=CC1)C1=CC(=NN1)N 5-(3-methoxyphenyl)-1H-pyrazol-3-amine